CN1N=NC(=C1NC(O[C@H](C)C=1C(=NC=CC1)Cl)=O)C=1C=NC(=CC1)NC(=O)NC (R)-1-(2-chloropyridin-3-yl)ethyl (1-methyl-4-(6-(3-methylureido)pyridin-3-yl)-1H-1,2,3-triazol-5-yl)carbamate